C(C1=CC=CC=C1)NC=1C=2N(N=C(C1)N[C@@H](CO)CC)C(=NN2)C (2R)-2-[[8-(benzylamino)-3-methyl-[1,2,4]triazolo[4,3-b]pyridazin-6-yl]amino]butan-1-ol